C(C)OC(CCC(CCOC1=C(C=CC=C1)CN1C(=NC2=C1C=CC=C2)C2=CC=C(C=C2)OC(F)(F)F)(C)C)=O 4,4-Dimethyl-6-(2-((2-(4-(trifluoromethoxy)phenyl)-1H-benzo[d]imidazol-1-yl)methyl)phenoxy)hexanoic acid ethyl ester